2-((1-benzoyl-6-(5-hydroxypent-1-yn-1-yl)-1H-pyrrolo[2,3-b]pyridin-5-yl)oxy)-4-fluorobenzoic acid methyl ester COC(C1=C(C=C(C=C1)F)OC=1C=C2C(=NC1C#CCCCO)N(C=C2)C(C2=CC=CC=C2)=O)=O